CN[C@@H](CCC)C(=O)O Nα-methyl-L-norvaline